trans-4-[(6-carbamoyl-5-fluoro-indol-1-yl)methyl]cyclohexanecarboxylic acid C(N)(=O)C1=C(C=C2C=CN(C2=C1)C[C@@H]1CC[C@H](CC1)C(=O)O)F